O=C1CCC2(CC2C(=O)OCC)CC1 ethyl 6-oxospiro[2.5]octane-1-carboxylate